1-((2-((3-cyano-4,5,6,7-tetrahydrobenzo[b]thiophen-2-yl)amino)-2-oxoethyl)thio)cyclobutanecarboxylic acid C(#N)C=1C2=C(SC1NC(CSC1(CCC1)C(=O)O)=O)CCCC2